C(C)(C)(C)OC(=O)N1C[C@]2(C(N(CO2)[C@H](C(=O)O)C(C)C)=O)CC1 (S)-2-((S)-7-(tert-butoxycarbonyl)-4-oxo-1-oxa-3,7-diazaspiro[4.4]non-3-yl)-3-methylbutanoic acid